(R)-1-(1-propenylpiperidin-3-yl)-4-amino-3-(4-phenoxyphenyl)-1,3-dihydro-2H-imidazo[4,5-c]pyridin-2-one C(=CC)N1C[C@@H](CCC1)N1C(N(C=2C(=NC=CC21)N)C2=CC=C(C=C2)OC2=CC=CC=C2)=O